C(#CCCCC)C1=NC(=C2NC=NC2=N1)NCC=1C=NC=C(C1)C(F)(F)F 2-hex-1-ynyl-6-[[5-(trifluoromethyl)-3-pyridyl]methylamino]purine